FC1=CC=C(C=C1)NC(=O)C1(CC1)C(=O)NC1=CC=C(OC2=CC=NC3=CC(=C(C=C23)C=2N(C=CC2)C(=O)OC(C)(C)C)OC)C=C1 tert-butyl 2-[4-[4-[[1-[(4-fluorophenyl)carbamoyl]-cyclopropanecarbonyl]-amino]phenoxy]-7-methoxyquinolin-6-yl]pyrrole-1-carboxylate